4-Amino-1-((2R,5R,8R,14R)-2-(4-aminobutyl)-8-benzyl-5-isobutyl-4,7,10-trioxo-14-phenyl-3,6,9,12-tetraazapentadecan-1-oyl)piperidine-4-carboxylic acid trifluoroacetate FC(C(=O)O)(F)F.NC1(CCN(CC1)C([C@H](NC([C@H](NC([C@H](NC(CNC[C@H](C)C1=CC=CC=C1)=O)CC1=CC=CC=C1)=O)CC(C)C)=O)CCCCN)=O)C(=O)O